methoxycarbonylmethyl-(triphenyl)phosphonium bromide [Br-].COC(=O)C[P+](C1=CC=CC=C1)(C1=CC=CC=C1)C1=CC=CC=C1